ClC1=C([C@@H](N)C(=O)O)C=C(C=C1)O (R,S)-2-chloro-5-hydroxyphenylglycine